1-ethylhexyl 9-[[9-(1-ethylhexoxy)-9-oxo-nonyl]-[3-(methylamino)propyl]amino]nonanoate C(C)C(CCCCC)OC(CCCCCCCCN(CCCCCCCCC(=O)OC(CCCCC)CC)CCCNC)=O